1-Pyrazinyl-1H-pyrazol N1=C(C=NC=C1)N1N=CC=C1